C(C=C)(=O)OCCCCCCC[SiH2]C(I)I acryloxyheptyl-diiodomethylsilane